3-Hydroxypyrazine OC=1C=NC=CN1